N-(6-Fluoro-5-(methoxy-d3)-4-(4,4,5,5-tetramethyl-1,3,2-dioxaborolan-2-yl)naphthalen-2-yl)-1,1-diphenylmethanimine FC=1C(=C2C(=CC(=CC2=CC1)N=C(C1=CC=CC=C1)C1=CC=CC=C1)B1OC(C(O1)(C)C)(C)C)OC([2H])([2H])[2H]